CC(CC)(C)NC(C1=CC(=CC(=C1)NC(C(C)(C)C)=O)NC(C(C)(C)C)=O)=O N-(1,1-dimethyl-propyl)-3,5-bis-(pivaloylamino)-benzamide